2,6-dimethyl-1-octanol CC(CO)CCCC(CC)C